ClC1=CC=C(S1)CNC1=CC(=NN1C(=O)C=1N=CSC1)C1CN(CC1)C(=O)N1CCOCC1 N-[(5-chlorothiophen-2-yl)methyl]-3-[1-(morpholine-4-carbonyl)pyrrolidin-3-yl]-1-(1,3-thiazole-4-carbonyl)-1H-pyrazol-5-amine